ClC=1C=C(C=NC1C=1OC=CN1)NC(OC(C)(C)C)=O Tert-Butyl (5-chloro-6-(oxazol-2-yl)pyridin-3-yl)carbamate